NC=1C=2N(C3=CC(=CC=C3N1)C(=O)N([C@@H]1COC3=C1C=CC(=C3)C(F)(F)F)CC3CC3)C=NC2 (S)-4-amino-N-(cyclopropylmethyl)-N-[(3S)-6-(trifluoromethyl)-2,3-dihydrobenzofuran-3-yl]imidazo[1,5-a]quinoxaline-8-carboxamide